4-methylcyclohexyl-cyclopentyl-dimethoxysilane CC1CCC(CC1)[Si](OC)(OC)C1CCCC1